C(C)(=O)NC12CC(C1)(C2)NC2=CC(=NC=C2C(=O)NC2CCC(CC2)C(=O)OC)Cl methyl (1r,4r)-4-(4-((3-acetamidobicyclo[1.1.1]pentan-1-yl)amino)-6-chloronicotinamido)cyclohexane-1-carboxylate